[Br-].[Br-].[NH+]1=CC=CC2=CC=C3C=CC=NC3=C12.[NH+]1=CC=CC2=CC=C3C=CC=NC3=C12 Phenanthrolinium dibromide